O=C=CC(C)OC(C1=C(C=CC(=C1)OC1=C(C=C(C=C1)C(F)(F)F)Cl)[N+](=O)[O-])=O oxobut-3-en-2-yl-5-[2-chloro-4-(trifluoromethyl)phenoxy]-2-nitrobenzoat